(3R)-3-amino-7-[5-(4-amino-1,1-dimethyl-butyl)-1,3,4-oxadiazol-2-yl]-5-[(4-chlorophenyl)methyl]-8-fluoro-1,1-dioxo-2,3-dihydro-1lambda6,5-benzothiazepin-4-one N[C@H]1CS(C2=C(N(C1=O)CC1=CC=C(C=C1)Cl)C=C(C(=C2)F)C=2OC(=NN2)C(CCCN)(C)C)(=O)=O